Methyl 4-(5-((tert-butoxycarbonyl)amino)pyridin-2-yl)-1-methyl-1H-1,2,3-triazole-5-carboxylate C(C)(C)(C)OC(=O)NC=1C=CC(=NC1)C=1N=NN(C1C(=O)OC)C